COC(CNC(=O)C=1N=C(SC1)C1=CC=C(C=C1)NC(=O)OC(C)(C)C)=O (2-(4-((tert-butoxycarbonyl)amino)phenyl)thiazole-4-carbonyl)glycine methyl ester